FC=1C=C(C=C(C1)C(N(CC)CC)=O)B(O)O 3-FLUORO-5-(DIETHYLCARBAMOYL)PHENYLBORONIC ACID